4-(3-(cyclobutylmethyl)-6-(3,5-dimethylisoxazol-4-yl)-1H-pyrrolo[3,2-b]pyridin-1-yl)benzonitrile C1(CCC1)CC1=CN(C=2C1=NC=C(C2)C=2C(=NOC2C)C)C2=CC=C(C#N)C=C2